N(=[N+]=[N-])CCOC(=O)N[C@@H](CCCCN)C(=O)O azidoethoxycarbonyl-L-Lysine